N[C@H]1C2N(CC1CC2)C(=O)C2=CC1=C(N(C(=N1)C1=CC=3C(=NC(=CC3)C3=C(C#N)C=C(C=C3)O)N1CC1CC1)C)C(=C2)OC 2-(2-{5-[(7R)-7-amino-2-azabicyclo[2.2.1]heptane-2-carbonyl]-7-methoxy-1-methyl-1H-1,3-benzodiazol-2-yl}-1-(cyclopropylmethyl)-1H-pyrrolo[2,3-b]pyridin-6-yl)-5-hydroxybenzonitrile